O1CCC2NCCC21 hexahydrofuro[3,2-b]pyrrole